(R)-1-(3-bromophenyl)-5-methylimidazolidin-2-one BrC=1C=C(C=CC1)N1C(NC[C@H]1C)=O